Ethyl (S)-3-(2'-Fluorobiphenyl-3-yl)-3-(3-(4-hydroxy-1,5-dimethyl-2-oxo-1,2-dihydropyridin-3-yl)ureido)propanoat FC1=C(C=CC=C1)C1=CC(=CC=C1)[C@H](CC(=O)OCC)NC(=O)NC=1C(N(C=C(C1O)C)C)=O